F[Sb-](F)(F)(F)(F)F.C1(C=CC=C1)[Fe+] cyclopentadienyliron (II) hexafluoroantimonate